C(C)(C)OC1CN(C1)C1=CC(N(N=C1)CC=1N(N=NC1C1=NC=C(C=N1)C(F)(F)F)C)=O 5-(3-isopropoxyazetidin-1-yl)-2-[[3-methyl-5-[5-(trifluoromethyl)pyrimidin-2-yl]triazol-4-yl]methyl]pyridazin-3-one